C(C)C1=C(NC2=CC=C(C=C12)C1CCN(CC1)C1C[C@H]2CC[C@@H](C1)N2C)C2=CC(=NC=C2)OC 3-ethyl-2-(2-methoxypyridin-4-yl)-5-(1-((1R,3S,5S)-8-methyl-8-azabicyclo[3.2.1]oct-3-yl)piperidin-4-yl)-1H-indole